(R)-2-(3-Hydroxy-4-(4-(2-Methoxyphenyl)-3,6-dihydropyridin-1(2H)-yl)butyl)isoindoline-1,3-dione O[C@H](CCN1C(C2=CC=CC=C2C1=O)=O)CN1CCC(=CC1)C1=C(C=CC=C1)OC